1-methyl-1H-pyrazol-3-yl-2-morpholino-N-(pyridin-4-yl)-4,4'-bipyrimidin-6-amine CN1N=C(C=C1)C=1C(=NC(=NC1NC1=CC=NC=C1)N1CCOCC1)C1=NC=NC=C1